(s)-1-(4-(2-((1-((3-(3-(Methoxymethyl)pyrrolidin-1-yl)propyl)sulfonyl)piperidin-4-yl)amino)-5-(trifluoromethyl)pyrimidin-4-yl)-1H-pyrazol-1-yl)-2-methylpropan-2-ol COC[C@@H]1CN(CC1)CCCS(=O)(=O)N1CCC(CC1)NC1=NC=C(C(=N1)C=1C=NN(C1)CC(C)(O)C)C(F)(F)F